((3S,4R)-3-amino-4-fluoropiperidin-1-yl)(2-(1-(3-hydroxypropyl)-2,3-dihydro-1H-pyrrolo[1,2,3-de]quinoxalin-5-yl)-7-methoxy-1-methyl-1H-benzo[d]imidazol-5-yl)methanone N[C@H]1CN(CC[C@H]1F)C(=O)C1=CC2=C(N(C(=N2)C2=CC=3C=4N2CCN(C4C=CC3)CCCO)C)C(=C1)OC